(2S,3S)-2-(biphenyl-3-ylmethyl)-N,N-dimethyl-3-((methylsulfonyl)amino)pyrrolidine-1-carboxamide C1(=CC(=CC=C1)C[C@@H]1N(CC[C@@H]1NS(=O)(=O)C)C(=O)N(C)C)C1=CC=CC=C1